C1[C@H](C[C@H]2CC=C[C@@H]12)OC(CN1C(N(C(C2=C1SC(=C2C)C=2OC=CN2)=O)C(C(=O)O)(C)C)=O)C2=C(C=CC=C2)OC 2-[1-[2-[[(2S,3aR,6aS)-1,2,3,3a,4,6a-hexahydropentalen-2-yl]oxy]-2-(2-methoxyphenyl)ethyl]-5-methyl-6-oxazol-2-yl-2,4-dioxo-thieno[2,3-d]pyrimid-3-yl]-2-methyl-propanoic acid